propoxyantimony C(CC)O[Sb]